BrC1=C(C=C(C(=O)NC2=CC(=C(C=C2)Br)OC)C=C1)C 4-bromo-N-(4-bromo-3-methoxy-phenyl)-3-methyl-benzamide